FC1=C(OC2=CC=NC3=CC(=C(C=C23)O)OC)C(=CC(=C1)[N+](=O)[O-])F 4-(2,6-difluoro-4-nitrophenoxy)-7-methoxyquinolin-6-ol